5-(benzenesulfonyl)-5-azaspiro[2.4]heptane-1,6-dicarboxamide C1(=CC=CC=C1)S(=O)(=O)N1CC2(CC2C(=O)N)CC1C(=O)N